ClC1=CC=C(CNC(=O)C2=CC=C(N2)C(=O)[O-])C=C1 5-((4-chlorobenzyl)carbamoyl)-1H-pyrrole-2-carboxylate